C[C@H]1O[C@H](CN(C1)C1=NC=CC(=C1)OC1=CC(=C(C=C1)NC(OC(C)(C)C)=O)F)C tert-butyl (4-((2-((2R,6S)-2,6-dimethylmorpholino)pyridin-4-yl)oxy)-2-fluorophenyl)carbamate